(R)-2-(fluoromethyl)-1-methylpiperazine FC[C@@H]1N(CCNC1)C